Cl.ClC1=CC=C(CN2C(=NC3=C2C=CC=C3)N3C[C@H](CCC3)N)C=C1 (S)-1-(1-(4-chlorobenzyl)-1H-benzo[d]imidazol-2-yl)piperidin-3-amine hydrochloride